dimethyl (2S)-2-(tert-butoxycarbonylamino)pentanedioate C(C)(C)(C)OC(=O)N[C@H](C(=O)OC)CCC(=O)OC